N-{4-[3-fluoro-7-(pyridin-2-yl)-5H-pyrrolo[2,3-b]pyrazin-6-yl]pyridin-2-yl}butanamide FC1=CN=C2C(=N1)NC(=C2C2=NC=CC=C2)C2=CC(=NC=C2)NC(CCC)=O